N,N'-bis[4-(9H-carbazol-9-yl)phenyl]-N,N'-diphenylstilbene-4,4'-diamine C1=CC=CC=2C3=CC=CC=C3N(C12)C1=CC=C(C=C1)N(C1=CC=C(C=C1)C=CC1=CC=C(C=C1)N(C1=CC=CC=C1)C1=CC=C(C=C1)N1C2=CC=CC=C2C=2C=CC=CC12)C1=CC=CC=C1